COC(C1CCN(CC1)C1=NC=C(C=N1)C)OC 2-(4-(dimethoxymethyl)piperidin-1-yl)-5-methylpyrimidine